C(C)(C)(C)OC(=O)NC1=NC(=CC=C1C=C(C(=O)OCC)F)Cl ethyl 3-[2-(tert-butoxycarbonylamino)-6-chloro-3-pyridyl]-2-fluoro-prop-2-enoate